methyl N-[4-[6-[methyl(o-tolyl)carbamoyl]imidazo[1,2-a]pyridin-3-yl]phenyl]carbamate CN(C(=O)C=1C=CC=2N(C1)C(=CN2)C2=CC=C(C=C2)NC(OC)=O)C2=C(C=CC=C2)C